2-(2-chloro-4-fluorophenyl)-N-(1-methoxy-5-sulfamoylisoquinolin-7-yl)acetamide ClC1=C(C=CC(=C1)F)CC(=O)NC1=CC(=C2C=CN=C(C2=C1)OC)S(N)(=O)=O